P(=O)(OC(COOOOCCCCCCCC)C)([O-])[O-] octyloxy-trioxypropylene phosphate